(E)-N'-butylidenebenzoyl-hydrazine C(/CCC)=N\NC(C1=CC=CC=C1)=O